(S)-6-(6-methoxy-1H-imidazo[4,5-b]pyridin-2-yl)-2-methyl-7-((2-methyl-1-(pyrimidin-2-yl)propyl)amino)-2,4-dihydro-5H-pyrazolo[4,3-b]pyridin-5-one COC=1C=C2C(=NC1)N=C(N2)C2=C(C=1C(NC2=O)=CN(N1)C)N[C@@H](C(C)C)C1=NC=CC=N1